7-bromo-5-chloro-3-(chloromethyl)-1-(tetrahydro-2H-pyran-2-yl)-1H-indazole BrC=1C=C(C=C2C(=NN(C12)C1OCCCC1)CCl)Cl